OC1=C(C=CC=C1)C(CCCCCCCCCCCCC)C1=CC=C(C=C1)O 1-(2-hydroxyphenyl)-1-(4-hydroxyphenyl)tetradecane